OC(CSC1=CC=C(C=C1)CC(=O)O)(C)C 2-(4-((2-hydroxy-2-methylpropyl)thio)phenyl)acetic acid